ClC1=CC=C(C=C1)C1=NOC(=N1)NC=1C=CC(=NC1)C#N 5-((3-(4-chlorophenyl)-1,2,4-oxadiazol-5-yl)amino)picolinonitrile